N=1C=NN2C1C=C(C=C2)OC2=CC(=C(C=C2C)C2(NC=NC1=CC(=C(C=C21)N)OCCCl)N)OC 4-(4-([1,2,4]triazolo[1,5-a]pyridin-7-yloxy)-2-methoxy-5-methylphenyl)-7-(2-chloroethoxy)quinazoline-4,6-diamine